2-((1H-benzo[d]imidazol-2-yl)(2-hydroxyphenyl)methyl)-6-(4-aminophenyl)isoindolin-1-one N1C(=NC2=C1C=CC=C2)C(N2C(C1=CC(=CC=C1C2)C2=CC=C(C=C2)N)=O)C2=C(C=CC=C2)O